2-(7-(3-chloro-4-fluorophenyl)-2-(ethylsulfanyl)pyrazolo[1,5-a]pyrimidin-3-yl)-3-methyl-6-(trifluoromethyl)-3H-imidazo[4,5-b]pyridine ClC=1C=C(C=CC1F)C1=CC=NC=2N1N=C(C2C2=NC=1C(=NC=C(C1)C(F)(F)F)N2C)SCC